(4-bromo-3-methyl-phenyl)thiocyanate BrC1=C(C=C(C=C1)SC#N)C